2-[4-[8-[4-[4-(3-aminocyclobutanecarbonyl)piperazine-1-carbonyl]-3-chloroanilino]imidazo[1,2-a]pyrazin-3-yl]-3-(trifluoromethyl)pyrazol-1-yl]acetonitrile NC1CC(C1)C(=O)N1CCN(CC1)C(=O)C1=C(C=C(NC=2C=3N(C=CN2)C(=CN3)C=3C(=NN(C3)CC#N)C(F)(F)F)C=C1)Cl